CC1(N(C1)S(=O)(=O)C)C 2,2-dimethyl-1-(methylsulfonyl)aziridine